N(=C=O)C=1C(=C(C=CC1CC)CC)N=C=O diisocyanato-1,4-diethylbenzene